C(C1=CC=CC=C1)N(C[C@@H](C(=O)OC)F)CC1=CC=CC=C1 Methyl (S)-3-(dibenzylamino)-2-fluoropropanoate